1,2-dichlorobenzenesulfonic acid sodium salt [Na+].ClC1(C(C=CC=C1)Cl)S(=O)(=O)[O-]